C(/CC)=C/1\C(OC(C1)C)=O (E,Z)-3-propylidene-5-methyl-dihydro-furan-2-one